C(C([2H])[2H])(=O)[2H] (2H3)-1-ethanone